bromosalicylic acid BrOC=1C(C(=O)O)=CC=CC1